α-amino-2-(2-phosphonoethyl)-cyclohexanepropanoic acid NC(C(=O)O)CC1C(CCCC1)CCP(=O)(O)O